C1(=CC=CC=C1)C1=NC=2N(N=C3C=CC=CC23)C=C1 2-phenylpyrimidino[1,2-b]indazole